C1(OCCC(C)O1)=O oxa-delta-caprolactone